5-((2-(4-((3-(cyanomethyl)-5-fluorobenzyl)amino)butoxy)ethyl)amino)benzo[c][2,6]naphthyridine-8-carboxylic acid C(#N)CC=1C=C(CNCCCCOCCNC2=NC3=C(C4=CN=CC=C24)C=CC(=C3)C(=O)O)C=C(C1)F